6-cyclobutyl-9-(1-isopropyl-1H-pyrazol-4-yl)-10-methoxy-2-oxo-6,7-dihydro-2H-pyrido[2,1-a]phthalazine-3-carboxylic acid C1(CCC1)N1N2C(C3=CC(=C(C=C3C1)C=1C=NN(C1)C(C)C)OC)=CC(C(=C2)C(=O)O)=O